COC=1C=C(CN(C=2SC=C(N2)CN2CCN(CC2)C)CC2=CC(=CC=C2)N2CCOCC2)C=CC1 N-(3-methoxybenzyl)-4-((4-methylpiperazin-1-yl)methyl)-N-(3-morpholinobenzyl)thiazol-2-amine